C1(CCCC1)CNC(=O)C=1N=NN(C1)CCCCN1N=NC(=C1)C(NCC=1C=NC=C(C1)C(F)(F)F)=O N-(cyclopentylmethyl)-1-{4-[4-({[5-(trifluoromethyl)pyridin-3-yl]methyl}carbamoyl)-1H-1,2,3-triazol-1-yl]butyl}-1H-1,2,3-triazole-4-carboxamide